((3R,5R)-4-(2-fluoro-4-(trifluoromethoxy)benzoyl)-3,5-dimethylpiperazin-1-yl)(2-fluoro-4-methoxyphenyl)methanone FC1=C(C(=O)N2[C@@H](CN(C[C@H]2C)C(=O)C2=C(C=C(C=C2)OC)F)C)C=CC(=C1)OC(F)(F)F